benzyl ((3-(6-amino-5-((2-(trifluoromethyl)pyridin-3-yl)thio)pyrazin-2-yl)-6-phenyl-3-azabicyclo[3.1.0]hexan-6-yl)methyl)carbamate NC1=C(N=CC(=N1)N1CC2C(C2C1)(C1=CC=CC=C1)CNC(OCC1=CC=CC=C1)=O)SC=1C(=NC=CC1)C(F)(F)F